tert-butyl (R)-4-(4-((1-(3-(difluoromethyl)-2-fluorophenyl) ethyl) amino)-2,7-dimethyl-8-oxo-7,8-dihydropyrido[3,4-d]pyrimidin-6-yl)-3,6-dihydropyridine-1(2H)-carboxylate FC(C=1C(=C(C=CC1)[C@@H](C)NC=1C2=C(N=C(N1)C)C(N(C(=C2)C=2CCN(CC2)C(=O)OC(C)(C)C)C)=O)F)F